C(C=C)OC1=NN(C2=NC(=CC=C21)Cl)C 3-(allyloxy)-6-chloro-1-methyl-1H-pyrazolo[3,4-b]pyridine